4-(4-((1R,5S)-3,8-diazabicyclo[3.2.1]octan-3-yl)-8-fluoro-2-((3-hydroxycyclobutyl)methoxy)quinazolin-7-yl)naphthalen-2-ol [C@H]12CN(C[C@H](CC1)N2)C2=NC(=NC1=C(C(=CC=C21)C2=CC(=CC1=CC=CC=C21)O)F)OCC2CC(C2)O